C(C)OC(C1=CN=C(C=C1NC1=CC=CC=C1)C(F)(F)F)=O 4-(phenylamino)-6-(trifluoromethyl)nicotinic acid ethyl ester